3,3-difluoro-1-(6-(3H-imidazo[4,5-b]pyridin-6-yl)thieno[2,3-b]pyridin-2-yl)cyclobutanol FC1(CC(C1)(O)C1=CC=2C(=NC(=CC2)C=2C=C3C(=NC2)NC=N3)S1)F